5-FLUORO-1H-INDOLE-2-CARBALDEHYDE FC=1C=C2C=C(NC2=CC1)C=O